FC1=C(CN2CCCCC2)C=C(C=C1)F 1-(2,5-difluorobenzyl)piperidin